CN1OC([C@H]2[C@H]1[C@H](C[C@](C2)(C2=CC=C(C=C2)C)C)C)(C)C |r| rac-(3aR,5R,7S,7aR)-1,3,3,5,7-pentamethyl-5-(p-tolyl)octahydro-benzo[c]isoxazole